COC1=C(C(=CC=C1)OC)C1=CNC2=NC(=CC=C21)NC(=O)C2C(C2)CN2CCNCC2 N-(3-(2,6-dimethoxyphenyl)-1H-pyrrolo[2,3-b]pyridin-6-yl)-2-(piperazin-1-ylmethyl)cyclopropane-1-carboxamide